C[N+](C)(CCCCCCCCCCCC)[O-] N,N-Dimethyldodecylamine N-oxide